tert-butyl N-[2-fluoro-3-[(7-hydroxy-4-methyl-2-oxo-chromen-3-yl)methyl]phenyl]carbamate FC1=C(C=CC=C1CC=1C(OC2=CC(=CC=C2C1C)O)=O)NC(OC(C)(C)C)=O